2-(3,8-diazabicyclo[3.2.1]octan-8-yl)-8-cyano-4-(5-(difluoromethyl)-1,3,4-thiadiazol-2-yl)-N-(1-methylcyclopropyl)quinazoline-6-sulfonamide C12CNCC(CC1)N2C2=NC1=C(C=C(C=C1C(=N2)C=2SC(=NN2)C(F)F)S(=O)(=O)NC2(CC2)C)C#N